C1(CCCCC1)[N+](CC)(C)C cyclohexyldimethylethylammonium